N1(CCNCC1)C1=CC=C(C=C1)NC1CNCCC1 3-((4-(piperazin-1-yl)phenyl)amino)piperidine